[P].[N].O Water Nitrogen phosphorus